CN1C2=C(OC[C@@H](C1=O)NC(=O)C=1C=C3C(=CNC3=CC1)C1=CC=CC=C1)C=CC=C2 (S)-N-(5-methyl-4-oxo-2,3,4,5-tetrahydrobenzo[b][1,4]oxazepin-3-yl)-3-phenyl-1H-indole-5-carboxamide